FC1=C(CNC=2C=C(C=NC2OC)C=2C=C3C(=NC=NC3=CC2)N2CCN(CC2)C(C=C)=O)C=CC(=C1)F 1-(4-(6-(5-((2,4-difluorobenzyl)amino)-6-methoxypyridine-3-yl)quinazolin-4-yl)piperazin-1-yl)prop-2-en-1-one